2-[(4-{6-[(4-chloro-2-fluorobenzyl)oxy]pyridin-2-yl}piperidin-1-yl)methyl]-1-[(3-methyl-1H-1,2,4-triazol-5-yl)methyl]-1H-benzimidazole-6-carboxylic acid ClC1=CC(=C(COC2=CC=CC(=N2)C2CCN(CC2)CC2=NC3=C(N2CC2=NC(=NN2)C)C=C(C=C3)C(=O)O)C=C1)F